N=S1(CCCC1)=O 1-Iminotetrahydro-1H-1λ6-thiophene-1-oxide